methyl (2S)-2-(benzyloxycarbonylamino)-4-bromo-butyrate C(C1=CC=CC=C1)OC(=O)N[C@H](C(=O)OC)CCBr